6a-[3-chloro-4-(3,3-dimethyl-butyl)phenyl]-4,4-dimethyl-hexahydro-cyclopenta[c]isoxazole ClC=1C=C(C=CC1CCC(C)(C)C)C12NOCC1C(CC2)(C)C